C(CC)CC(C(=O)[O-])(C)C Propylpivalat